3-((S)-3-((R)-8-(1-ethyl-7-fluoro-4-oxo-1,4-dihydroquinolin-3-ylsulfonyl)-1-oxa-8-azaspiro[4.5]decan-3-ylamino)-2-hydroxypropoxy)benzenesulfonamide C(C)N1C=C(C(C2=CC=C(C=C12)F)=O)S(=O)(=O)N1CCC2(C[C@H](CO2)NC[C@@H](COC=2C=C(C=CC2)S(=O)(=O)N)O)CC1